C1([C@H](O)[C@H](O)[C@H](O1)CO)N1C=NC=C2N=CN=C12 [3-D-ribofuranosyl]purine